ClC=1C(=C2C=NNC2=C(C1F)C=C)C=1N=CC=2N(C1)C=C(N2)NC(=O)C2C(C2)F N-(6-(5-chloro-6-fluoro-7-vinyl-1H-indazol-4-yl)imidazo[1,2-a]pyrazin-2-yl)-2-fluorocyclopropane-1-carboxamide